rac-trans-2-((5-fluoro-2-(2-methoxy-7-methylquinoxalin-5-yl)benzo[d]thiazol-6-yl)oxy)cyclopentanol FC=1C(=CC2=C(N=C(S2)C2=C3N=CC(=NC3=CC(=C2)C)OC)C1)O[C@H]1[C@@H](CCC1)O |r|